L-ASPARTYL-L-ARGININE N[C@@H](CC(=O)O)C(=O)N[C@@H](CCCNC(N)=N)C(=O)O